C(C)(=O)O[C@H]1[C@@H](O[C@@H]([C@@H]1F)N1C(NC(C(=C1)C)=O)=O)COP(=O)(OC1=CC=CC=C1)N[C@H](C(OCC)OCC)C (2S,3S,4R,5S)-2-((((((S)-1,1-Diethoxypropan-2-yl)amino)(phenoxy)phosphoryl)oxy)methyl)-4-fluoro-5-(5-methyl-2,4-dioxo-3,4-dihydropyrimidin-1(2H)-yl)tetrahydrofuran-3-yl Acetate